1,3,5-tris(4-(4-hydroxyphenyl)cyclohexylcarbonyl)benzene OC1=CC=C(C=C1)C1CCC(CC1)C(=O)C1=CC(=CC(=C1)C(=O)C1CCC(CC1)C1=CC=C(C=C1)O)C(=O)C1CCC(CC1)C1=CC=C(C=C1)O